[F-].[Fe+2].[Li+].[F-].[F-] Lithium Iron Fluoride